ClC1=NC=C(C(=C1Cl)COC=1C=C2C(=NC1)N(N=C2C)C2OCCCC2)F 2,3-dichloro-5-fluoro-4-([[3-methyl-1-(oxan-2-yl)pyrazolo[3,4-b]pyridin-5-yl]oxy]methyl)pyridine